N[C@@H]1CC[C@H](CC1)C=1SC(=CN1)C1=C(C=C(C=C1)NC(OC(C)C)=O)S(NC(C)(C)C)(=O)=O trans-isopropyl N-[4-[2-(4-aminocyclohexyl)thiazol-5-yl]-3-(tert-butylsulfamoyl)phenyl]carbamate